3-chloro-1-(5-(3-chloro-4-Isopropoxyphenyl)-1,2,4-oxadiazol-3-yl)-6-(trifluoromethyl)-1H-indole-5-carbaldehyde ClC1=CN(C2=CC(=C(C=C12)C=O)C(F)(F)F)C1=NOC(=N1)C1=CC(=C(C=C1)OC(C)C)Cl